COC1=C(C=CC(=C1)CC=C)OS(=O)(=O)O The molecule is a phenylpropanoid that is eugenol in which the phenolic hydrogen has been replaced by a sulfo group. It is an aryl sulfate, a monomethoxybenzene and a phenylpropanoid. It derives from a eugenol. It is a conjugate acid of a eugenol sulfate(1-).